N=1C(C=C2C1N=CC=C2)=O pyrrolo[2,3-b]pyridine-2-one